CC(C(=O)C1=CC=C(C=C1)SC)(C)N1CCOCC1 2-methyl-(4-methylsulfanylphenyl)-2-morpholinopropane-1-one